C(#N)C1=CN(C2=NC(=CC(=C21)C2=C(C(=CC=C2C)O)C)C(=O)N)C2=NC=CC=C2F (S)-3-Cyano-1-(3-fluoropyridin-2-yl)-4-(3-hydroxy-2,6-dimethylphenyl)-1H-pyrrolo[2,3-b]pyridine-6-carboxamide